BrC=1C=C2C(=NN=C(C2=CC1)C)C 6-bromo-1,4-dimethylphthalazine